BrC1C(CCC1)C1CCC(C1)C1=C(C=CC(=C1)[N+](=O)[O-])C#N 2'-bromo-2-cyano-5-nitro-4-phenyl-[1,1'-bi(cyclopentane)]